((s)-4-acryloyl-2-methylpiperazin-1-yl)-7-(2-amino-6-fluorophenyl)-6-chloro-1-(2-isopropyl-4-methylpyridin-3-yl)-2-oxo-1,2-dihydro-1,8-naphthyridine-3-carbonitrile C(C=C)(=O)N1C[C@@H](N(CC1)C1=C(C(N(C2=NC(=C(C=C12)Cl)C1=C(C=CC=C1F)N)C=1C(=NC=CC1C)C(C)C)=O)C#N)C